FC(C)(C)C1=C(C(=NO1)C1=C(C=C(C=C1Cl)Cl)Cl)C(=O)N1C=C(C2=C(C=CC=C12)/C=C/C(=O)[O-])C (2E)-3-(1-{[5-(2-fluoropropane-2-yl)-3-(2,4,6-trichlorophenyl)-1,2-oxazol-4-yl] carbonyl}-3-methyl-1H-indol-4-yl)-2-propenoate